ClC1=CC(=C(C=C1)N1C(N2[C@@H](CN([C@@H](C2)CC)C=2C(=NC(=CC2)C=2C(=NC=CC2)OCC)C=O)C1)=O)C(F)(F)F 3-[(6R,8aS)-2-[4-chloro-2-(trifluoromethyl)phenyl]-6-ethyl-3-oxo-5,6,8,8a-tetrahydro-1H-imidazo[1,5-a]pyrazin-7-yl]-6-(2-ethoxy-3-pyridyl)pyridine-2-carbaldehyde